CC1=NC2=C(N1)C=CC(=C2)NC2=C(C=NC=C2)N N4-(2-methyl-1H-benzimidazol-5-yl)pyridine-3,4-diamine